(S)-3-((4'-chloro-4,4-dimethyl-3,4,5,6-tetrahydro-[1,1'-biphenyl]-2-yl)methyl)-6-(2-hydroxyethyl)-2,3,4,4a,5,6-hexahydro-1H-pyrazino[1,2-a]quinoxaline-8-carboxylic acid ClC1=CC=C(C=C1)C1=C(CC(CC1)(C)C)CN1C[C@@H]2N(C3=CC=C(C=C3N(C2)CCO)C(=O)O)CC1